C(CCC)C1=NC(=C(C(N1C1=C(C=CC=C1OC)OC)=O)CC1=C(C=C(C=C1)C1=NOC=N1)F)O 2-butyl-3-(2,6-dimethoxyphenyl)-5-{[2-fluoro-4-(1,2,4-oxadiazol-3-yl)phenyl]methyl}-6-hydroxy-3,4-dihydropyrimidin-4-one